(rac)-(6-(5-(difluoromethoxy)-2-methylphenyl)-2-azaspiro[3.4]oct-2-yl)((1s,3s)-3-hydroxy-3-methylcyclobutyl)methanone FC(OC=1C=CC(=C(C1)[C@H]1CC2(CN(C2)C(=O)C2CC(C2)(C)O)CC1)C)F |r|